3,3-dimethyl-2,3-dihydro-1-benzofuran-7-carboxylic acid CC1(COC2=C1C=CC=C2C(=O)O)C